N-((R)-1-(3-(difluoromethyl)-2-fluorophenyl)ethyl)-2-methyl-6-((S)-1-methylpiperidin-3-yl)pyrido[3,4-d]pyrimidin-4-amine FC(C=1C(=C(C=CC1)[C@@H](C)NC=1C2=C(N=C(N1)C)C=NC(=C2)[C@@H]2CN(CCC2)C)F)F